FC(C=1C=C(C=CC1)C1=NOC=C1)(F)F 3-(3-(trifluoromethyl)phenyl)isoxazole